N-(4-(4-amino-6-ethynyl-5-(quinolin-3-yl)-7H-pyrrolo[2,3-d]pyrimidin-7-yl)bicyclo[2.2.1]heptan-1-yl)-5-formylpyrazine-2-carboxamide NC=1C2=C(N=CN1)N(C(=C2C=2C=NC1=CC=CC=C1C2)C#C)C21CCC(CC2)(C1)NC(=O)C1=NC=C(N=C1)C=O